NC(C=CC1(C(CCC1)=O)C(=O)[O-])=O 1-(3-amino-3-oxoprop-1-en-1-yl)-2-oxocyclopentane-1-carboxylate